C(C)OC1=NC=CC=C1C=1C=C(C=2N(N1)C(=NC2C(C)C)C)N=CC=2N=CN(C2)C 2-(2-ethoxypyridin-3-yl)-5-isopropyl-7-methyl-N-((1-methyl-1H-imidazol-4-yl)methylene)imidazo[1,5-b]pyridazin-4-amine